C(C)OC(=O)C1=NN2C(N=C(C=C2O)CC2CCCCC2)=C1 5-(cyclohexylmethyl)-7-hydroxypyrazolo[1,5-a]pyrimidine-2-carboxylic acid ethyl ester